[N+](=O)([O-])C1=CC=C(C=C1)N(C([O-])=O)O[Si](C)(C)C(C)(C)C 4-nitrophenyl((tert-butyldimethylsilyl)oxy)carbamate